O1CCN(CC1)C1=CC=C(C=N1)C=1C=C2C(=C(C=NC2=CC1)S(=O)(=O)N1CCOCC1)NC1=C(C(=O)O)C=CC=C1 2-[[6-(6-morpholino-3-pyridyl)-3-morpholinosulfonyl-4-quinolyl]amino]benzoic acid